C1(CC1)C1=CC=NN1C1=CC=C(CN2C3CN(CC2C3)C3=CC=C(C=N3)C3=NC(=CC(=N3)NC3=NNC(=C3)C)C)C=C1 2-(6-(6-(4-(5-Cyclopropyl-1H-pyrazol-1-yl)benzyl)-3,6-diazabicyclo[3.1.1]heptane-3-yl)pyridin-3-yl)-6-methyl-N-(5-methyl-1H-pyrazol-3-yl)pyrimidin-4-amine